ClC1=CC=C(C(=O)O)C=C1 4-chlorobenzoic acid